1-Stearoyl-2-palmitoyl-sn-glycero-3-phosphorylcholine C(CCCCCCCCCCCCCCCCC)(=O)OC[C@@H](OC(CCCCCCCCCCCCCCC)=O)COP(=O)(O)OCC[N+](C)(C)C